cyclopenta[b]pyridine-6-carboxylic acid N1=C2C(=CC=C1)CC(=C2)C(=O)O